C(#N)N1CCC(CC1)N1N=NC(=C1C)C1=CC=2N(C(=C1)OC(COC(F)(F)F)C1=NC=C(C=C1)F)C(=CN2)C#N 7-[1-(1-Cyano-4-piperidyl)-5-methyl-triazol-4-yl]-5-[1-(5-fluoro-2-pyridyl)-2-(trifluoromethoxy)ethoxy]imidazo[1,2-a]pyridine-3-carbonitrile